OCCCOC1CCN(CC1)C=1C=CC(=NC1)OC(=O)N1C(C2=CC=CC=C2C1N)=O 5-[4-(3-hydroxypropoxy)piperidin-1-yl]pyridin-2-yl[amino]-1-oxo-3H-isoindole-2-carboxylate